2-CYANOMETHOXYPHENYLBORONIC ACID C(#N)COC1=C(C=CC=C1)B(O)O